2-(5-chloro-2-oxobenzo[d]oxazol-3(2H)-yl)acetic acid ClC=1C=CC2=C(N(C(O2)=O)CC(=O)O)C1